1,2-Dihydroxyoctane OCC(CCCCCC)O